2-Chloro-N-{2-[4-(difluoromethyl)-1,3-thiazol-5-yl]-2-(4-{[(4-methyl-1,3-thiazol-2-yl)oxy]methyl}piperidin-1-yl)ethyl}-6-fluorobenzamid ClC1=C(C(=O)NCC(N2CCC(CC2)COC=2SC=C(N2)C)C2=C(N=CS2)C(F)F)C(=CC=C1)F